OC1=C2CC[C@H]3[C@@H]4CCC([C@@]4(C)CC[C@@H]3[C@]2(CCC1=O)C)=O 4-hydroxyandrostenedione